tert-butyl ((2R)-3-((4-bromo-1,3-dimethyl-1H-pyrazol-5-yl)oxy)butan-2-yl)carbamate BrC=1C(=NN(C1OC([C@@H](C)NC(OC(C)(C)C)=O)C)C)C